NC1=NC=C(C=C1C=1C=C2CCNC(C2=CC1F)=O)C1=C(C=C(C(=C1)F)N1CCN(CC1)C)F 6-(2-amino-5-(2,5-difluoro-4-(4-methylpiperazin-1-yl)phenyl)pyridin-3-yl)-7-fluoro-3,4-dihydroisoquinolin-1(2H)-one